[Ac]C([C@H](O)[C@H](O)CO)O actinioerythritol